[K].COC[B-](F)(F)F.[H+] (methoxymethyl)trifluoroboric acid potassium salt